FC=1C(=C(C=C(C1)[C@@H]1OCCC1)[C@H](C(=O)O)N1C[C@@H](CC1)OCCCCCC1=NC=2NCCCC2C=C1)OC (R)-2-(3-fluoro-2-methoxy-5-((R)-tetrahydrofuran-2-yl)phenyl)-2-((R)-3-((5-(5,6,7,8-tetrahydro-1,8-naphthyridin-2-yl)pentyl)oxy)pyrrolidin-1-yl)acetic acid